S1C=CC(C1)=O 4-thiolone